N-(2-trifluoromethylbenzenesulfonyloxy)phthalimide FC(C1=C(C=CC=C1)S(=O)(=O)ON1C(C=2C(C1=O)=CC=CC2)=O)(F)F